S-(benzo[d]thiazol-2-yl)-N-(2-(thiophen-2-yl)ethyl)thiohydroxylamine S1C(=NC2=C1C=CC=C2)SNCCC=2SC=CC2